C1(CC1)N[C@@H]1CCN(CC12CC2)C=2C1=CN(N=C1C(=C(C2)F)C(=O)NC=2C(=C(C=1N(C2)C=C(N1)C)F)OC)C 4-[(8R)-8-(cyclopropylamino)-5-azaspiro[2.5]octan-5-yl]-6-fluoro-N-(8-fluoro-7-methoxy-2-methyl-imidazo[1,2-a]pyridin-6-yl)-2-methyl-indazole-7-carboxamide